C(C1=CC=CC=C1)OC1=CC=C2CC(OCC2=C1O)=O 7-(Benzyloxy)-8-hydroxyisochroman-3-one